1-chloro-3-cyclopropyl-2-propanol ClCC(CC1CC1)O